N-((1s,3r,5R,7S)-3-((2-(5-fluoroisoindolin-2-yl)-2-oxoethyl)amino)adamantan-1-yl)-[1,1'-biphenyl]-3-carboxamide FC=1C=C2CN(CC2=CC1)C(CNC12CC3(C[C@@H](C[C@H](C1)C3)C2)NC(=O)C=2C=C(C=CC2)C2=CC=CC=C2)=O